8-((tert-butyldiphenylsilyl)oxy)-2-methoxyoctanoic acid [Si](C1=CC=CC=C1)(C1=CC=CC=C1)(C(C)(C)C)OCCCCCCC(C(=O)O)OC